4-(2-Amino-2-methylpropanoyl)-N-(1-(4-((3-aminoazetidin-1-yl)methyl)cyclohexyl)-2-oxo-1,2-dihydropyrimidin-4-yl)piperazine-1-carboxamide hydrochloride Cl.NC(C(=O)N1CCN(CC1)C(=O)NC1=NC(N(C=C1)C1CCC(CC1)CN1CC(C1)N)=O)(C)C